tert-butyl (S)-(8-bromo-5-methyl-4-oxo-2,3,4,5-tetrahydropyrido[3,2-b][1,4]oxazepin-3-yl)carbamate BrC1=CC=2OC[C@@H](C(N(C2N=C1)C)=O)NC(OC(C)(C)C)=O